N-(2-(2-((6-(4-ethylpiperazin-1-yl)pyridin-3-yl)amino)quinazolin-8-yl)pyridin-4-yl)acrylamide C(C)N1CCN(CC1)C1=CC=C(C=N1)NC1=NC2=C(C=CC=C2C=N1)C1=NC=CC(=C1)NC(C=C)=O